ClC1=C(C(=O)NC2=C3C=NN(C3=CC=C2)C2=CC=C(C=C2)F)C=C(C=C1)CNC(=O)C1(CC1)O 2-chloro-N-[1-(4-fluorophenyl)-1H-indazol-4-yl]-5-({[(1-hydroxycyclopropyl)carbonyl]amino}methyl)benzamide